3-(((2,5-Bis(trifluoromethyl)pyrazolo[1,5-a]pyrimidin-7-yl)amino)methyl)-3-(4-fluorophenyl)azetidine-1-carboxamide FC(C1=NN2C(N=C(C=C2NCC2(CN(C2)C(=O)N)C2=CC=C(C=C2)F)C(F)(F)F)=C1)(F)F